nonafluorotert-butane FC(C(C(F)(F)F)C(F)(F)F)(F)F